6-fluoro-4-(4-morpholinopiperidin-1-yl)-2-nitroaniline FC1=CC(=CC(=C1N)[N+](=O)[O-])N1CCC(CC1)N1CCOCC1